2-fluoro-6-(4-fluoro-2-methylphenoxy)-N-(3-(N-hydroxycarbamoyl)phenyl)-3-(trifluoromethyl)benzamide FC1=C(C(=O)NC2=CC(=CC=C2)C(NO)=O)C(=CC=C1C(F)(F)F)OC1=C(C=C(C=C1)F)C